FC1=CC=C(C=C1)C(C1CN(CCC1)S(=O)(=O)NC1=CC=C(C=C1)C(F)(F)F)C1=CC=C(C=C1)F 3-(bis(4-fluorophenyl)methyl)-N-(4-(trifluoromethyl)phenyl)piperidine-1-sulfonamide